4-chloro-8-(2,4-dimethoxybenzyl)-5-(2-methoxyethyl)-5,8-dihydro-pteridin-7(6H)-one ClC1=NC=NC=2N(C(CN(C12)CCOC)=O)CC1=C(C=C(C=C1)OC)OC